1-(4-(4-amino-7-(3-hydroxycyclobutyl)-7H-pyrrolo[2,3-d]pyrimidin-5-yl)-2-fluorophenyl)-3-(3-(1-(trifluoromethyl)cyclopropyl)isoxazol-5-yl)urea Boron trichloride B(Cl)(Cl)Cl.NC=1C2=C(N=CN1)N(C=C2C2=CC(=C(C=C2)NC(=O)NC2=CC(=NO2)C2(CC2)C(F)(F)F)F)C2CC(C2)O